ClC1=CC(=C(C=N1)C1=NC=C(C=C1)OC1CCN(CC1)CCF)NC1CCC(CC1)F 6'-chloro-N-((1s,4s)-4-fluorocyclohexyl)-5-((1-(2-fluoroethyl)piperidin-4-yl)oxy)-[2,3'-bipyridin]-4'-amine